3-methyl-5-(3-phenylpropyloxy)benzofuran-2-carboxylic acid ethyl ester C(C)OC(=O)C=1OC2=C(C1C)C=C(C=C2)OCCCC2=CC=CC=C2